(7-fluoro-2-thioxo-2,3,4,5-tetrahydro-1H-1-benzazepin-4-yl)carbamic acid tert-butyl ester C(C)(C)(C)OC(NC1CC(NC2=C(C1)C=C(C=C2)F)=S)=O